4-Cyclopropyl-2-(4-fluoro-2-methylphenoxy)-N-(4-fluoro-3-(2-hydroxy-3-(2-hydroxyacetyl-amino)propoxy)phenyl)-5-(trifluoromethyl)benzamide C1(CC1)C1=CC(=C(C(=O)NC2=CC(=C(C=C2)F)OCC(CNC(CO)=O)O)C=C1C(F)(F)F)OC1=C(C=C(C=C1)F)C